Cl.[C@H]12CC(C[C@H](CC1)O2)N (1R,5S)-8-oxabicyclo[3.2.1]octane-3-amine hydrochloride